tert-butyl 9-(4-hydroxyphenyl)-7-oxo-3,9-diazabicyclo[3.3.1]nonane-3-carboxylate OC1=CC=C(C=C1)N1C2CN(CC1CC(C2)=O)C(=O)OC(C)(C)C